FC(OCCOC=1C=NN(C1)C12CC(C1)(C2)NC(OC(C)(C)C)=O)F tert-butyl (3-{4-[2-(difluoromethoxy)ethoxy]-1H-pyrazol-1-yl}bicyclo[1.1.1]pentan-1-yl)carbamate